bis-(2-chloroethyl)amine hydrochloride Cl.ClCCNCCCl